CC1=CC=2N(C=C1C1CCN(CC1)S(=O)(=O)C1=CSC=C1)N=CN2 7-methyl-6-(1-(thiophen-3-ylsulfonyl)piperidin-4-yl)-[1,2,4]triazolo[1,5-a]pyridine